fluorovinyl-zinc bromide [Br-].FC=C[Zn+]